ClC1=CC(=NC=C1)N1N=CC(=C1)CC#N 2-[1-(4-chloropyridin-2-yl)pyrazol-4-yl]acetonitrile